F[B-](F)(F)F.C1(CCCCC1)[PH+](C1=CC=C(C=C1)C(C)(C)C)C1CCCCC1 dicyclohexyl-(4-tert-butylphenyl)phosphonium tetrafluoroborate